C(CCC)C=1C(=C(C=CC1)OC(NC1CC(CC(C1)(C)C)(C)CNC(=O)OC1=C(C(=CC=C1)CCCC)CCCC)=O)CCCC 3-((dibutylphenoxy)carbonylamino-methyl)-3,5,5-trimethylcyclohexyl-carbamic acid (dibutylphenyl) ester